hafnium(IV) sulfate S(=O)(=O)([O-])[O-].[Hf+4].S(=O)(=O)([O-])[O-]